4-(2-methoxy-2-oxoethyl)-3-oxopiperazine-1-carboxylic acid tert-butyl ester C(C)(C)(C)OC(=O)N1CC(N(CC1)CC(=O)OC)=O